OC=1C(=CC=C(C1)S(=O)(=O)O)S(=O)(=O)O 5-hydroxy-1,4-benzenedisulfonic acid